FC(F)(F)C(C=CC)(C)C(F)(F)F bis(trifluoromethyl)-2-pentene